tert-butyl-2-(dimethylamino)phenylchlorophosphine C(C)(C)(C)P(Cl)C1=C(C=CC=C1)N(C)C